1,2-dilinoleoylcarbamyl-3-dimethylaminopropane C(CCCCCCC\C=C/C\C=C/CCCCC)(=O)C(C(CN(C)C)C(CCCCCCC\C=C/C\C=C/CCCCC)=O)C(N)=O